L-4-oxo-decanoic acid O=C(CCC(=O)O)CCCCCC